CS(=O)(=O)N1CCN(CC1)C=1C=CC=2C(=NC=C3C=CC(N(C23)C=2C=C(C=CC2)NC(C=C)=O)=O)C1 N-(3-(8-(4-(methylsulfonyl)piperazin-1-yl)-2-oxobenzo[h][1,6]naphthyridin-1(2H)-yl)phenyl)acrylamide